2,2-Dimethyl-propionic acid 3-{4-[4-methyl-3-(4-pyridin-3-yl-pyrimidin-2-ylamino)-benzoylamino]-phenyl}-piperidin-1-ylmethyl ester CC1=C(C=C(C(=O)NC2=CC=C(C=C2)C2CN(CCC2)COC(C(C)(C)C)=O)C=C1)NC1=NC=CC(=N1)C=1C=NC=CC1